2-chloro-N-(o-tolylsulfonyl)-6-[3-[[1-(trifluoromethyl)cyclobutyl]methoxy]pyrazol-1-yl]pyridine-3-carboxamide ClC1=NC(=CC=C1C(=O)NS(=O)(=O)C1=C(C=CC=C1)C)N1N=C(C=C1)OCC1(CCC1)C(F)(F)F